3-ethyl-2-oxo-1,2-dihydropyridine C(C)C=1C(NC=CC1)=O